C2-ethoxy-6-ethynyl-pyridine C(C)OC1=NC(=CC=C1)C#C